(7R,14R)-1-(difluoromethoxy)-11-(1-methyl-6-oxo-1,6-dihydropyridin-3-yl)-6,7-dihydro-7,14-methanobenzimidazo[1,2-b][2,5]benzodiazocin-5(14H)-one FC(OC1=CC=CC=2C(N[C@H]3C=4N([C@@H](C21)C3)C3=C(N4)C=CC(=C3)C3=CN(C(C=C3)=O)C)=O)F